6-methoxy-N-(pyridin-3-ylmethyl)-2-(pyrrolidine-1-yl)-7-(4-(pyrrolidine-1-yl)but-1-yn-1-yl)quinazolin-4-amine COC=1C=C2C(=NC(=NC2=CC1C#CCCN1CCCC1)N1CCCC1)NCC=1C=NC=CC1